1-((1R,3s,5s,7s)-5-(4-methoxyphenyl)adamantan-2-yl)heptane-1-one COC1=CC=C(C=C1)C12C[C@H]3C([C@H](CC(C1)C3)C2)C(CCCCCC)=O